COC=C1CCCC2=C1N=CS2 4-(methoxymethylene)-4,5,6,7-tetrahydrobenzo[d]thiazole